2-(4-fluoro-2-methoxy-phenoxy)-N-pyridazin-4-yl-5-(trifluoromethyl)pyridine-3-carboxamide ethyl-(E)-5-((tert-butoxycarbonyl)(methyl)amino)pent-2-enoate C(C)OC(\C=C\CCN(C)C(=O)OC(C)(C)C)=O.FC1=CC(=C(OC2=NC=C(C=C2C(=O)NC2=CN=NC=C2)C(F)(F)F)C=C1)OC